C1(=CC=CC=C1)C1=CC=CC=2N(C3=CC=CC(=C3C12)C1=CC=CC=C1)C1=C(C#N)C(=CC(=C1)C=1C=NC=CC1)N1C2=CC=CC(=C2C=2C(=CC=CC12)C1=CC=CC=C1)C1=CC=CC=C1 2,6-bis(4,5-diphenyl-9H-carbazol-9-yl)-4-(pyridin-3-yl)benzonitrile